OC1=CC=C(C=C1)N(C(=O)C1=CN(C(=C1)C1=CC2=C(OCO2)C=C1C(=O)N1CC2=CC=CC=C2C[C@H]1CN1CCN(CC1)C)C)C=1C=C2C=CNC2=CC1 N-(4-Hydroxyphenyl)-N-(1H-indol-5-yl)-1-methyl-5-(6-{[(3S)-3-[(4-methylpiperazin-1-yl)methyl]-3,4-dihydroisoquinolin-2(1H)-yl]carbonyl}-1,3-benzodioxol-5-yl)-1H-pyrrole-3-carboxamide